C(#N)C1C(C1)C(=O)OCC Ethyl 2-cyanocyclopropanecarboxylate